4-(2,2-difluoro-7-((5-methoxy-7-methyl-1H-indol-4-yl)methyl)-7-azaspiro[3.5]nonan-6-yl)-N-(3,3-difluorocyclobutyl)benzamide FC1(CC2(C1)CC(N(CC2)CC2=C1C=CNC1=C(C=C2OC)C)C2=CC=C(C(=O)NC1CC(C1)(F)F)C=C2)F